benzyl (trans-4-(((S)-1-(benzyloxy)propan-2-yl)oxy)cyclohexyl)carbamate C(C1=CC=CC=C1)OC[C@H](C)O[C@@H]1CC[C@H](CC1)NC(OCC1=CC=CC=C1)=O